6-bromo-4-{[(1R)-1-[3-(difluoromethyl)-2-fluorophenyl]prop-2-yn-1-yl]amino}-8-methyl-7H,8H-pyrido[2,3-d]pyrimidin-7-one BrC1=CC2=C(N=CN=C2N[C@H](C#C)C2=C(C(=CC=C2)C(F)F)F)N(C1=O)C